4-(5-chloro-2-((4-chloro-2-fluorobenzofuran-7-yl)methoxy)-3-fluorophenyl)piperidine-1-carboxylic acid tert-butyl ester C(C)(C)(C)OC(=O)N1CCC(CC1)C1=C(C(=CC(=C1)Cl)F)OCC1=CC=C(C=2C=C(OC21)F)Cl